(E)-6-cyclohexylhex-2-en C1(CCCCC1)CCC/C=C/C